FC=1C=C(C=C(C1N1CCN(CC1)C1CCOCC1)F)C1=CC2=C(C(=N1)C)C=C(N2C)C2=CC=C(C=C2)S(=O)(=O)C 6-(3,5-Difluoro-4-(4-(tetrahydro-2H-pyran-4-yl)piperazin-1-yl)phenyl)-1,4-dimethyl-2-(4-(methylsulfonyl)phenyl)-1H-pyrrolo[3,2-c]pyridin